C1(=CC=CC2=CC=CC=C12)OCC(C)C Naphthyl-isobutylether